C1(NC2=C3C4=C(OCCN13)C=CC=C4N=C2)=O 9,10-dihydro-8-oxa-2,4,10a-triazanaphtho[2,1,8-cde]azulen-1(2H)-one